C1=C(C=CC2=CC=CC=C12)C1OC2=C(C(N1O)C1=CC=CC=C1)C=CC=C2 2-(naphthalen-2-yl)-4-phenyl-2H-benzo[e][1,3]oxazin-3(4H)-ol